potassium caprylate (octanoate) C(CCCCCCC)(=O)[O-].C(CCCCCCC)(=O)O.[K+]